FC1=CC=C(CC=2NC(C3=C(N2)SC2=C3CCC2)=O)C=C1 2-(4-Fluorobenzyl)-3,5,6,7-tetrahydro-4H-cyclopenta[4,5]thieno[2,3-d]pyrimidin-4-one